C(#N)CC1=C(C(=O)OC)C=CC=C1F methyl 2-(cyanomethyl)-3-fluorobenzoate